C(C1=CC=CC=C1)N1N=CC=C1C1=NN(C2=NN=C(C=C21)Cl)C 3-(2-benzylpyrazol-3-yl)-5-chloro-1-methyl-pyrazolo[3,4-c]pyridazine